4-(4-amino-alpha,alpha-dimethylbenzyl)-benzene NC1=CC=C(C(C)(C)C2=CC=CC=C2)C=C1